C(C)(C)(C)C1=CC=CC(=C1)C(C)(C)C 4,6-di-tert-butylbenzene